C(C=C)N1[C@H]2[C@@]3(CCC([C@H]4[C@@]3(C=3C(=C(C=CC3C2)O)O4)CC1)=O)O 17-allyl4,5a-epoxy-3,14-dihydroxymorphinan-6-one